3-Fluoro-4-methyl-N,N-di(propan-2-yl)-5-[4-(1H-pyrazol-1-yl)benzyl]benzamide FC=1C=C(C(=O)N(C(C)C)C(C)C)C=C(C1C)CC1=CC=C(C=C1)N1N=CC=C1